5-(trifluoromethyl)isoxazole hydrochloride Cl.FC(C1=CC=NO1)(F)F